C1(=CC(=CC=C1)CNC(OCC)=O)CNC(OCC)=O diethyl (1,3-phenylenedimethylene)dicarbamate